N-(3-chloro-5-(4-methyl-1H-imidazol-1-yl)phenyl)-5-cyclopropylpyrazolo[1,5-a]pyrimidine-3-carboxamide ClC=1C=C(C=C(C1)N1C=NC(=C1)C)NC(=O)C=1C=NN2C1N=C(C=C2)C2CC2